C(C)OC=1C=2N(C=C(N1)NC(=O)C1=CC=C(C3=CN(N=C13)C)N1CC(CC1)N(C(OC(C)(C)C)=O)C)C=C(N2)C tert-butyl N-{1-[7-({8-ethoxy-2-methylimidazo[1,2-a]pyrazin-6-yl}carbamoyl)-2-methylindazol-4-yl]pyrrolidin-3-yl}-N-methylcarbamate